1,2-Diheptadecanoyl-sn-Glycero-3-Phosphocholine C(CCCCCCCCCCCCCCCC)(=O)OC[C@@H](OC(CCCCCCCCCCCCCCCC)=O)COP(=O)([O-])OCC[N+](C)(C)C